(3-methoxy-1-methyl-1H-pyrazol-4-yl)-3-methyl-8-(1-(methyl-d3)-1H-indazol-5-yl)-1-(tetrahydro-2H-pyran-4-yl)-3,6-dihydroimidazo[4,5-d]pyrrolo[2,3-b]pyridin-2(1H)-one COC1=NN(C=C1C1=C2C(=C3C(=N1)NC=C3C=3C=C1C=NN(C1=CC3)C([2H])([2H])[2H])N(C(N2C)=O)C2CCOCC2)C